C(C)(C)(C)C1N(SC=N1)CC1=C(C=C(C=C1)C1=NC=NN2C1=CC(=C2)C2=CC=C(C=C2)O)C 3-tert-butyl-N-[[4-[6-(4-hydroxyphenyl)pyrrolo[2,1-f][1,2,4]triazin-4-yl]-2-methyl-phenyl]methyl]-1,2,4-thiadiazole